C(C)(C)C1=C(C=C(C(=C1)C(C)C)C(C)C)S(=O)(=O)Cl 2,4,5-triisopropylbenzenesulfonyl chloride